NC=1C2=C(N=C(N1)Cl)N(C=C2C2=NN(C=C2)CC2=CC=CC=C2)[C@H]2[C@@H]([C@@H]([C@H](C2)CNCCCN(C([O-])=O)CCC2=CC=C(C=C2)F)O)O N-[3-({[(1R,2R,3S,4R)-4-[4-amino-5-(1-benzylpyrazol-3-yl)-2-chloropyrrolo[2,3-d]pyrimidin-7-yl]-2,3-dihydroxycyclopentyl]methyl}amino)propyl]-N-[2-(4-fluorophenyl)ethyl]carbamate